tert-Butyl 2-((4-cyclopropyl-1-(2,6-dichlorophenyl)-1H-pyrazol-5-yl)methylene)-7-azaspiro[3.5]nonane-7-carboxylate C1(CC1)C=1C=NN(C1C=C1CC2(C1)CCN(CC2)C(=O)OC(C)(C)C)C2=C(C=CC=C2Cl)Cl